2-((1r,4R)-4-methoxycyclohexylamino)-4-((R)-2-oxopiperidin-4-ylamino)pyrimidine-5-carboxamide COC1CCC(CC1)NC1=NC=C(C(=N1)N[C@H]1CC(NCC1)=O)C(=O)N